Butanediol decanedicarboxylate C(CCCCCCCCC)(C(=O)O)C(=O)O.C(CCC)(O)O